N-(3-(1H-pyrazol-4-yl)propyl)-3-((4-fluorophenyl)ethynyl)-4-(((1-methyl-1H-pyrazol-3-yl)methyl)sulfonyl)benzamide N1N=CC(=C1)CCCNC(C1=CC(=C(C=C1)S(=O)(=O)CC1=NN(C=C1)C)C#CC1=CC=C(C=C1)F)=O